C1(CC1)[C@@H]1NC2=C(C(N(C=3C=CC(=CC23)NC2=NC(=NC=C2F)N2CCC(CC2)C=O)C)=O)OCC1(F)F (S)-1-(4-((2-cyclopropyl-3,3-difluoro-7-methyl-6-oxo-1,2,3,4,6,7-hexahydro-[1,4]oxazepino[2,3-c]quinolin-10-yl)amino)-5-fluoropyrimidin-2-yl)piperidine-4-carbaldehyde